C(=O)O.ClC1=CC=2C=C3N(C(=NN(C3=O)CC(=O)N[C@H]3CN(CCC3)C3CC3)COC)C2S1 (R)-2-(2-chloro-8-(methoxymethyl)-5-oxothieno[3',2':4,5]pyrrolo[1,2-d][1,2,4]triazin-6(5H)-yl)-N-(1-cyclopropylpiperidin-3-yl)acetamide formate